S1C(NC=C1)S 3H-1,3-thiazole-2-thiol